3-(2-isopropoxy-5-(methylsulfonyl)phenyl)quinazolin C(C)(C)OC1=C(C=C(C=C1)S(=O)(=O)C)N1CN=C2C=CC=CC2=C1